C(C)(C)(C)OC(=O)N1[C@H](C(CC1=O)=O)C (S)-2-methyl-3,5-dioxopyrrolidine-1-carboxylic acid tert-butyl ester